tert-butyl (4-(naphthalen-1-ylamino)cyclohexyl)carbamate C1(=CC=CC2=CC=CC=C12)NC1CCC(CC1)NC(OC(C)(C)C)=O